3-[3-(trifluoromethoxy)phenyl]pyrrolidine-1-carboxylic acid tert-butyl ester C(C)(C)(C)OC(=O)N1CC(CC1)C1=CC(=CC=C1)OC(F)(F)F